(S)-1-(2-(tert-Butoxycarbonylamino)acetyl)-pyrrolidine-2-carbonitrile C(C)(C)(C)OC(=O)NCC(=O)N1[C@@H](CCC1)C#N